(E)-3-(3-((5-(3-(Piperidin-1-yl)propoxy)-1H-indol-1-yl)sulfonyl)phenyl)acrylic acid N1(CCCCC1)CCCOC=1C=C2C=CN(C2=CC1)S(=O)(=O)C=1C=C(C=CC1)/C=C/C(=O)O